2,4-dihydroxybutanal OC(C=O)CCO